bromotetrazole BrC1=NN=NN1